(Z)-6-(methoxyimino)-3-((4-methylpiperazin-1-yl)methyl)-12-oxo-6,12-dihydroindolo[2,1-b]quinazoline-8-sulphonamide CO\N=C/1\C2=CC(=CC=C2N2C1=NC1=CC(=CC=C1C2=O)CN2CCN(CC2)C)S(=O)(=O)N